BrC=1C=NN(C1)C1=CC=CC=2N(C(NC21)=O)C2CCN(CC2)C(=O)NC2=CC=C(C=C2)I 4-[4-(4-Bromo-1H-pyrazol-1-yl)-2-oxo-2,3-dihydro-1H-1,3-benzodiazol-1-yl]-N-(4-iodophenyl)piperidine-1-carboxamide